2-(3-(tert-butyl)-5-fluoro-2-(methoxymethoxy)phenyl)-4,4,5,5-tetramethyl-1,3,2-dioxaborolan C(C)(C)(C)C=1C(=C(C=C(C1)F)B1OC(C(O1)(C)C)(C)C)OCOC